FC1=CC=C2C=CC(=NC2=C1)[N+](=O)[O-] 7-fluoro-2-nitroquinoline